N[C@@H]1CC(N(C1)C1=CC=C(C=C1)S(=O)(=O)N1CCN(CC1)C1=NC(=CC(=C1)C(C=1CCNCC1)(F)F)Cl)=O (4R)-4-amino-1-[4-[4-[6-chloro-4-[difluoro(1,2,3,6-tetrahydropyridin-4-yl)methyl]-2-pyridyl]piperazin-1-yl]sulfonylphenyl]pyrrolidin-2-one